C(C)(C)(C)OC(NN1C([C@@H](C[C@H]1C1=CC=CC=C1)O)=O)=O ((3R,5S)-3-hydroxy-2-oxo-5-phenylpyrrolidin-1-yl)carbamic acid tert-butyl ester